C(C)(C)(C)OC(N(O)C1(C(=NN(C1=O)C)CC1=CC=CC=C1)C)=O N-(3-benzyl-1,4-dimethyl-5-oxo-4,5-dihydro-1H-pyrazol-4-yl)-N-hydroxycarbamic acid tert-butyl ester